C(C)(C)(C)OC(=O)N(C(OC(C)(C)C)=O)C1=NC=NC(=C1)C1=NC(=CC(=C1)[C@H]1N[C@@H](COC1)C(N)=O)Cl tert-butyl (tert-butoxycarbonyl)(6-(4-((3R,5S)-5-carbamoylmorpholin-3-yl)-6-chloropyridin-2-yl)pyrimidin-4-yl)carbamate